(2S,5R)-2-(N-(2-(1H-1,2,4-triazol-3-yl) acetyl) carbamimidoyl)-7-oxo-1,6-diazabicyclo[3.2.1]octan-6-yl hydrogen sulfate S(=O)(=O)(ON1[C@@H]2CC[C@H](N(C1=O)C2)C(NC(CC2=NNC=N2)=O)=N)O